monoallyl-bisphenol A C(C=C)C1=C(O)C=CC(=C1)C(C)(C)C1=CC=C(C=C1)O